((R)-6-chloro-2,3-dihydro-furo[3,2-c]pyridin-3-yl)-acetic acid ethyl ester C(C)OC(C[C@H]1COC2=C1C=NC(=C2)Cl)=O